FC=1C=C(C=CC1C1=C(C(=C(C=C1)F)F)F)C1(CCC(CC1)C1OCC(CO1)CCC)O 1-[3-fluoro-4-(2,3,4-trifluorophenyl)phenyl]-4-(5-propyl-1,3-dioxan-2-yl)cyclohexanol